(methylimino)diethanol CN(CCO)CCO